(4-cyclopropyl-6-methoxypyrimidin-5-yl)-2-(3,5-difluoro-4-(1-methyl-4-(trifluoromethyl)-1H-imidazol-2-yl)benzyl)-2,6,7,8-tetrahydropyrazolo[3,4,5-de]quinazoline C1(CC1)C1=NC=NC(=C1C=1N=C2CCCC=3C2=C(N1)N(N3)CC3=CC(=C(C(=C3)F)C=3N(C=C(N3)C(F)(F)F)C)F)OC